C(C)(C)(C)OC(=O)N1CCC2(CC1)C(C=1C(=NC=CC1)C2)=NS(=O)C(C)(C)C 5-((tert-butylsulfinyl)imino)-5,7-dihydrospiro[cyclopenta[b]pyridine-6,4'-piperidine]-1'-carboxylic acid tert-butyl ester